4-fluoro-1H-indole-2-carboxylic acid FC1=C2C=C(NC2=CC=C1)C(=O)O